N-(2'-amino-5'H-spiro[chromane-4,4'-thiazol]-6-yl)benzenesulfonamide NC=1SCC2(N1)CCOC1=CC=C(C=C12)NS(=O)(=O)C1=CC=CC=C1